Tert-butyl (S)-2-((4-(6-((2-isopropyl-2H-indazol-6-yl) methoxy) pyridin-2-yl) piperidin-1-yl) methyl)-1-(oxetan-2-ylmethyl)-1H-benzo[d]imidazole-6-carboxylate C(C)(C)N1N=C2C=C(C=CC2=C1)COC1=CC=CC(=N1)C1CCN(CC1)CC1=NC2=C(N1C[C@H]1OCC1)C=C(C=C2)C(=O)OC(C)(C)C